ClC1=C(C=C(C=C1)N1C(N(C(N(C1=O)C)=S)C)=O)C1=NO[C@@](C1)(C(=O)OCC)C ethyl (5S)-3-[2-chloro-5-(3,5-dimethyl-2,6-dioxo-4-thioxo-1,3,5-triazinan-1-yl)phenyl]-5-methyl-4H-isoxazole-5-carboxylate